(3R)-1-(7-(8-ethyl-7-fluoro-3-hydroxynaphthalen-1-yl)-6,8-difluoro-2-(((Z)-2-(fluoromethylene)tetrahydro-1H-pyrrolizin-7a(5H)-yl)methoxy)quinazolin-4-yl)-3-methylpiperidin-3-ol C(C)C=1C(=CC=C2C=C(C=C(C12)C1=C(C=C2C(=NC(=NC2=C1F)OCC12CCCN2C\C(\C1)=C/F)N1C[C@@](CCC1)(O)C)F)O)F